NC1=C(C(=NN1C)C1CC2CC(CC2C1)Br)C(=O)NC1=CC(=C(C=C1)F)Cl 5-amino-3-(5-bromooctahydropentalen-2-yl)-N-(3-chloro-4-fluorophenyl)-1-methyl-1H-pyrazole-4-carboxamide